[Cl-].C[N+](CCCCCCCCCCCCCC)(CCC[Si](OC)(OC)OC)C N,N-DIMETHYL-N-[3-(TRIMETHOXYSILYL)PROPYL]-1-TETRADECANAMINIUM CHLORIDE